3-chloro-5-(difluoromethyl)benzoic acid methyl ester COC(C1=CC(=CC(=C1)C(F)F)Cl)=O